[Al](Cl)(Cl)Cl.[Cl-].C(C)N1C=[N+](C=C1)C 1-ethyl-3-methylimidazolium chloride aluminium (III) chloride